CC1=NOC(=C1C1=CC2=C(N(C(=N2)C23NC(CC3C2)=O)[C@@H]2CC[C@H](CC2)OC)C=C1)C 1-(5-(3,5-dimethylisoxazol-4-yl)-1-((trans)-4-methoxycyclohexyl)-1H-benzo[d]imidazol-2-yl)-2-azabicyclo[3.1.0]hexane-3-one